2-(2,6-dichloropyridin-4-yl)-5-fluoro-benzoic acid methyl ester COC(C1=C(C=CC(=C1)F)C1=CC(=NC(=C1)Cl)Cl)=O